1-[4-(trimethoxysilyl)phenyl]-1-[4-(N,N-dimethylamino)phenyl]ethylene CO[Si](C1=CC=C(C=C1)C(=C)C1=CC=C(C=C1)N(C)C)(OC)OC